1-methyl-2-butene-1,4-sultone CC1C=CCOS1(=O)=O